N-[[6-(Cyclobutylmethoxy)-2-pyridyl]sulfonyl]-2-(2,2,4-trimethylpyrrolidin-1-yl)pyridin-3-carboxamid C1(CCC1)COC1=CC=CC(=N1)S(=O)(=O)NC(=O)C=1C(=NC=CC1)N1C(CC(C1)C)(C)C